(3R)-3-amino(4,4,4-2H3)butanoic acid N[C@@H](CC(=O)O)C([2H])([2H])[2H]